CC1=CC=C(C=C1)S(=O)(=O)O P-Toluenesulfonic Acid